1,2-dimyristoyl-racemic-glycerol C(CCCCCCCCCCCCC)(=O)OC[C@H](OC(CCCCCCCCCCCCC)=O)CO |r|